O(C1=CC=CC=C1)C1=C(COC2=CC=C(C=C2)CCC(=O)O)C=CC=C1 3-(4-((2-phenoxybenzyl)oxy)phenyl)propanoic acid